C(C1=CC=CC=C1)N(C(=O)N(CC1=C(N=NN1C)C1=CC=C(C=C1)OCOC)CC1=C(C=C(C=C1)OC)OC)C 1-benzyl-3-(2,4-dimethoxybenzyl)-3-((4-(4-(methoxymethoxy)phenyl)-1-methyl-1H-1,2,3-triazol-5-yl)methyl)-1-methylurea